C(#N)/C(/C(=O)NC1=NC=C(C(=N1)C1=CC=CC=C1)C(=O)N(C1=CC=CC=C1)C)=C(\C=1C=NOC1C)/O (Z)-2-(2-cyano-3-hydroxy-3-(5-methylisoxazol-4-yl)acrylamido)-N-methyl-N,4-diphenylpyrimidine-5-carboxamide